1,1-dimethylguanidine sulfate salt S(=O)(=O)(O)O.CN(C(=N)N)C